6-[4-(1-methyl-1H-pyrazol-4-yl)-benzylamino]-pyrimidin CN1N=CC(=C1)C1=CC=C(CNC2=CC=NC=N2)C=C1